((1R,2S,3R,5S)-2,5-dihydroxy-5-(naphthalen-2-ylcarbamoyl) cyclohexane-1,3-diyl) bis(3-(3,4-dihydroxyphenyl) acrylate) OC=1C=C(C=CC1O)C=CC(=O)O[C@H]1C([C@@H](CC(C1)(C(NC1=CC2=CC=CC=C2C=C1)=O)O)OC(C=CC1=CC(=C(C=C1)O)O)=O)O